6-(2-chloro-5-(isobutyrylaminomethyl)benzoylamino)-1-methyl-N-(4-(trifluoromethoxy)phenyl)-1H-indole-2-carboxamide ClC1=C(C(=O)NC2=CC=C3C=C(N(C3=C2)C)C(=O)NC2=CC=C(C=C2)OC(F)(F)F)C=C(C=C1)CNC(C(C)C)=O